1-(5-methyl-2-((tetrahydro-2H-pyran-4-yl)amino)pyrimidin-4-yl)-1H-imidazole-4-carboxylic acid potassium salt [K+].CC=1C(=NC(=NC1)NC1CCOCC1)N1C=NC(=C1)C(=O)[O-]